5-(8-(3-methylcyclobutyl)imidazo[1,2-b]pyridazin-6-yl)pyrimidine-2,4(1H,3H)-dione CC1CC(C1)C=1C=2N(N=C(C1)C=1C(NC(NC1)=O)=O)C=CN2